4-(1,2-Dimethyl-5-oxopyrrolidin-2-yl)-N-iso-pentyl-2-methoxy-1H-imidazole-1-carboxamide CN1C(CCC1=O)(C)C=1N=C(N(C1)C(=O)NCCC(C)C)OC